ClC1=CC=C(C=N1)NC1=NC=CC2=CC(=CC=C12)N=S(=O)(CCOC)C1CC1 ((1-((6-chloropyridin-3-yl)amino)isoquinolin-6-yl)imino)(cyclopropyl)(2-methoxyethyl)-λ6-sulfanone